2-(8-fluoro-5H-imidazo[5,1-a]isoindol-5-yl)-7-oxaspiro[3.5]nonan-1-ol FC1=CC=C2C(N3C(C2=C1)=CN=C3)C3C(C1(C3)CCOCC1)O